Cl.Cl.NC12CC(C1)(C2)NC(C2=C(C=C(C=C2)NC=2C=1N(C=CN2)C(=CN1)C1=C(C(=C(C=C1)OC)F)F)CC)=O N-(3-aminobicyclo[1.1.1]pentan-1-yl)-4-((3-(2,3-difluoro-4-methoxyphenyl)imidazo[1,2-a]pyrazin-8-yl)amino)-2-ethylbenzamide dihydrochloride